P(O)(O)(=S)O[C@H]1[C@H]([C@@H](O[C@@H]1CO)N1C(=O)N=C(N)C=C1)OCC#C O-propargylcytidine-3'-phosphorothioate